N1(CCNCCCN(CCC1)CC=1C(=C(C(=O)N)C=C(C1)C)O)CC=1C(=C(C(=O)N)C=C(C1)C)O 3,3'-[1,4,8-triazacycloundecane-1,8-diylbis(methylene)]bis(2-hydroxy-5-methylbenzamide)